4-chloro-2-(4-(trifluoromethyl)phenyl)quinoline-7-carboxylic acid ClC1=CC(=NC2=CC(=CC=C12)C(=O)O)C1=CC=C(C=C1)C(F)(F)F